(R)-N,N-diethyl-1-(methylsulfinyl)-methanamide C(C)N(C(=O)[S@](=O)C)CC